C(C)(C)(C)C1=CC=CC(=C1O)CC 6-tert-butyl-o-ethylphenol